(7-(4-cyanopyridin-2-yl)-5-cyclopropyl-7H-pyrrolo[2,3-d]pyrimidin-4-yl)-4,7-diazaspiro[2.5]octane-4-carboxylic acid tert-butyl ester C(C)(C)(C)OC(=O)N1C2(CC2C=2C3=C(N=CN2)N(C=C3C3CC3)C3=NC=CC(=C3)C#N)CNCC1